(R)-3-[4-((1R,2R)-2-tert-butylcyclopropyl)-3-chloro-phenyl]-2-isopropyl-3-((S)-2-methyl-propane-2-sulfonamido)butanoic acid methyl ester COC([C@@H](C(C)(NS(=O)(=O)C(C)(C)C)C1=CC(=C(C=C1)[C@H]1[C@@H](C1)C(C)(C)C)Cl)C(C)C)=O